N-[1-(2,4-dichlorophenyl)-1-methoxy-propan-2-yl]-3-(difluoromethyl)-1-methyl-1H-pyrazole-4-carboxamide ClC1=C(C=CC(=C1)Cl)C(C(C)NC(=O)C=1C(=NN(C1)C)C(F)F)OC